COC1=CC=C(C=C1)[C@H](C)NC(CN1N=C(C2=C(C1=O)N(N=C2)C2=CC=CC=C2)C)=O (S)-N-(1-(4-Methoxyphenyl)ethyl)-2-(4-methyl-7-oxo-1-phenyl-1,7-dihydro-6H-pyrazolo[3,4-d]pyridazin-6-yl)acetamid